2-benzyl-6-ethoxy-N-((R)-2-hydroxy-2-((S)-1,2,3,4-tetrahydroisoquinolin-3-yl)ethyl)-1-oxoisoindoline-5-carboxamide hydrochloride Cl.C(C1=CC=CC=C1)N1C(C2=CC(=C(C=C2C1)C(=O)NC[C@H]([C@H]1NCC2=CC=CC=C2C1)O)OCC)=O